CC1=NC2=CC=CC=C2C(=N1)C(=O)NCC1=CC(=CC=C1)C(F)(F)F 2-methyl-N-(3-(trifluoromethyl)benzyl)quinazoline-4-carboxamide